ClC1=NC=C(C(=N1)C1=CN(C2=CC=CC=C12)C)C 3-(2-chloro-5-methylpyrimidin-4-yl)-1-methyl-1H-indole